cyclohexanecarboxylic acid (R)-benzyl-{2-[3-endo-(3-hydroxy-phenyl)-8-aza-bicyclo[3.2.1]oct-8-yl]-1-methyl-ethyl}-amide C(C1=CC=CC=C1)N(C(=O)C1CCCCC1)[C@@H](CN1C2CC(CC1CC2)C2=CC(=CC=C2)O)C